[Al]Cl.C(CCCCCCCC=C)(=O)O.C(CCCCCCCC=C)(=O)O bis(9-decenoic acid) aluminum monochloride